(4-(methylamino)butyl)(3-(methylamino)propyl)carbamic acid CNCCCCN(C(O)=O)CCCNC